2-chloro-4-[3-(2-fluoro-5-oxo-7H-pyrrolo[3,4-b]pyridin-6-yl)-2,2,4,4-tetramethyl-cyclobutoxy]benzonitrile ClC1=C(C#N)C=CC(=C1)OC1C(C(C1(C)C)N1CC2=NC(=CC=C2C1=O)F)(C)C